S1C(=NC=C1)C1=CC=C(C=2N=C(OC21)N2CC1N(C(C2)C1)C(=O)OC(C)(C)C)C(C(F)(F)F)OCC1(CC1)O tert-Butyl 3-(7-(thiazol-2-yl)-4-(2,2,2-trifluoro-1-((1-hydroxycyclopropyl)methoxy)ethyl)benzo[d]oxazol-2-yl)-3,6-diazabicyclo[3.1.1]heptane-6-carboxylate